C(C)(C)(C)C1CCC(CC1)C(COCCC)(COCCC)CCC(Br)(Cl)Cl 2-(4-(tert-butyl)cyclohexyl)-2-(3,3-dichloro-3-bromopropyl)-1,3-dipropoxypropane